FC=1C=CC=C2C(=NC(=NC12)C)SCC(=O)C1=CC=CS1 5-(2-((8-fluoro-2-methylquinazolin-4-yl)thio)acetyl)thiophen